(S)-1-(4-((6-(1-methyl-1H-pyrazol-4-yl)pyrazolo[1,5-a]pyrazin-4-yl)oxy)azepan-1-yl)prop-2-yn-1-one CN1N=CC(=C1)C=1N=C(C=2N(C1)N=CC2)O[C@@H]2CCN(CCC2)C(C#C)=O